5-chloro-1'-(2-{4-[(trans)-3-hydroxy-1-methanesulfonylcyclobutyl]phenoxy}ethyl)-1,2-dihydrospiro[indole-3,4'-piperidin]-2-one ClC=1C=C2C(=CC1)NC(C21CCN(CC1)CCOC1=CC=C(C=C1)C1(CC(C1)O)S(=O)(=O)C)=O